tert-butyl (4-(2-(2-aminopyridin-3-yl)-5-(cyclopropylamino)-3H-imidazo[4,5-b]pyridin-3-yl)benzyl)carbamate NC1=NC=CC=C1C1=NC=2C(=NC(=CC2)NC2CC2)N1C1=CC=C(CNC(OC(C)(C)C)=O)C=C1